2-aminoquinoline-6-carboxylic acid methyl ester COC(=O)C=1C=C2C=CC(=NC2=CC1)N